propylaminomaleamic acid C(CC)N/C(/C(=O)O)=C/C(=O)N